(S)-N4-(1-aminopropan-2-yl)pyrido[3,2-d]pyrimidine-2,4-diamine NC[C@H](C)NC=1C2=C(N=C(N1)N)C=CC=N2